(E)-2-(2-(3-(2-cyclopropyl-6-(trifluoromethyl)pyridin-4-yl)-1H-1,2,4-triazol-1-yl)-1-(pyrimidin-5-yl)vinyl)-5-(1-((4-methoxybenzyl)oxy)ethyl)-1,3,4-Thiadiazole C1(CC1)C1=NC(=CC(=C1)C1=NN(C=N1)/C=C(\C=1C=NC=NC1)/C=1SC(=NN1)C(C)OCC1=CC=C(C=C1)OC)C(F)(F)F